CN(C(C)=O)C1=CC=C(C=C1)NC=1N=CC2=C(N1)N=C(C=C2C#C[Si](C(C)C)(C(C)C)C(C)C)N2C(N(CC21CCCC1)C)=O N-Methyl-N-{4-[(7-{3-methyl-2-oxo-1,3-diazaspiro[4.4]nonan-1-yl}-5-[2-(triisopropylsilyl)ethynyl]pyrido[2,3-d]pyrimidin-2-yl)amino]phenyl}acetamide